1,2,4-triazol-1-yl-methanamine N1(N=CN=C1)CN